1-(Cyclopropylmethyl)-N-(2-methoxy-5-(4-(trifluoromethyl)phenoxy)phenyl)-5-oxopyrrolidine-2-carboxamide C1(CC1)CN1C(CCC1=O)C(=O)NC1=C(C=CC(=C1)OC1=CC=C(C=C1)C(F)(F)F)OC